8'-Bromo-7'-fluoro-3,3'-dimethylspiro[cyclobutane-1,1'-pyrrolo[2,3-c]quinolin]-2'(3'H)-one BrC1=CC=2C3=C(C=NC2C=C1F)N(C(C31CC(C1)C)=O)C